[1-[4-(2,4-dimethylimidazol-1-yl)-5-fluoro-pyrimidin-2-yl]-4-piperidyl]-[(3S)-3-pyrazin-2-ylisoxazolidin-2-yl]methanone CC=1N(C=C(N1)C)C1=NC(=NC=C1F)N1CCC(CC1)C(=O)N1OCC[C@H]1C1=NC=CN=C1